FC=1C(=C(C(=NC1)C(C)C)NC(=O)N=[S@@](=O)(N)C=1SC=C(C1)C(C)(C)O)C(C)C |o1:14| (S) or (R)-N'-((5-fluoro-2,4-diisopropylpyridin-3-yl)carbamoyl)-4-(2-hydroxypropan-2-yl)thiophene-2-sulfonimidamide